N-(4-ethylphenyl)maleimide C(C)C1=CC=C(C=C1)N1C(C=CC1=O)=O